C(=O)C1CCN(CC1)C(=O)OC(C)(C)C tertiary butyl 4-formylpiperidin-1-carboxylate